FC1(CCC(CC1)[C@H](NC(=O)C1CC12CC2)C2=NC1=C(N2)C=CC(=C1)[C@@H](C)NC(CCC(F)(F)F)=O)F N-((S)-(4,4-Difluorocyclohexyl)(5-((R)-1-(4,4,4-trifluorobutanamido)ethyl)-1H-benzo[d]imidazol-2-yl)methyl)spiro[2.2]pentane-1-carboxamide